NC1=CC(=NO1)C1CCN(CC1)C(=O)C1=CC(=C(C(=C1)C)Br)C (4-(5-aminoisoxazol-3-yl)piperidin-1-yl)(4-bromo-3,5-dimethylphenyl)methanone